1-((4-(((1H-benzo[d]imidazol-6-yl)methyl)(3-methoxybenzyl)amino)pyridin-2-yl)methyl)piperazine-2,5-dione N1C=NC2=C1C=C(C=C2)CN(C2=CC(=NC=C2)CN2C(CNC(C2)=O)=O)CC2=CC(=CC=C2)OC